5-Bromo-1-methyl-3-(5-(4-(oxetan-3-yl)piperazin-1-yl)pyrazin-2-ylamino)pyridine-2(1H)-one BrC=1C=C(C(N(C1)C)=O)NC1=NC=C(N=C1)N1CCN(CC1)C1COC1